2-Amino-9-((2R,3S,4S,5R)-4-fluoro-3-hydroxy-5-(hydroxymethyl)tetrahydrofuran-2-yl)-7-(4-fluorobenzyl)-7,9-dihydro-8H-purin-8-on NC1=NC=C2N(C(N(C2=N1)[C@@H]1O[C@@H]([C@H]([C@H]1O)F)CO)=O)CC1=CC=C(C=C1)F